OC1=CC=C(C=C1)NC(=O)[C@H]1C(CCC[C@@H]1C)(C)C (1R,6S)-N-(4-hydroxyphenyl)-2,2,6-trimethylcyclohexane-1-carboxamide